tert-butyl N-[(3R)-5-[(4-chlorophenyl)methyl]-7-[5-(4-methyl-4-piperidyl)-1,3,4-oxadiazol-2-yl]-1,1,4-trioxo-2,3-dihydro-1λ6,5-benzothiazepin-3-yl]carbamate ClC1=CC=C(C=C1)CN1C([C@H](CS(C2=C1C=C(C=C2)C=2OC(=NN2)C2(CCNCC2)C)(=O)=O)NC(OC(C)(C)C)=O)=O